CN(C1CC(CC1)N(C(C(F)(F)F)=O)C=1C=NN(C1)C)C N-[3-(Dimethylamino)cyclopentyl]-2,2,2-trifluoro-N-(1-methyl-1H-pyrazol-4-yl)acetamide